1-(5-((1-(((1r,4r)-4-hydroxycyclohexyl)methyl)piperidin-4-yl)methyl)pyrazolo[1,5-a]pyridin-3-yl)dihydropyrimidine-2,4(1H,3H)-dione OC1CCC(CC1)CN1CCC(CC1)CC1=CC=2N(C=C1)N=CC2N2C(NC(CC2)=O)=O